N,N-dimethyl-3-[(9Z,12Z)-octadec-9,12-dien-1-yloxy]Propane-1-amine CN(CCCOCCCCCCCC\C=C/C\C=C/CCCCC)C